C(#N)C=1C=CC(=C(C(=O)N[C@H](C)C2=CC=NC3=CC=CC=C23)C1)C (R)-5-cyano-2-methyl-N-(1-(quinolin-4-yl)ethyl)benzamide